NC12CCC(CC1)(CC2)C(=O)OCC ethyl 4-aminobicyclo[2.2.2]octane-1-carboxylate